CC1=CC=C(C=N1)C=1C=NN(C1)C1=NN(C=C1)COCC[Si](C)(C)C 4-(6-methylpyridin-3-yl)-1-(1-((2-(trimethylsilyl)ethoxy)methyl)-1H-pyrazol-3-yl)-1H-pyrazole